N[C@@H](CCCN1C(=NC=C1)N)C=1N=NN(C1)CCCCCC(=O)N1CCN(CC1)C=1C(=CC2=C(C(C=3NC4=CC(=CC=C4C3C2=O)C#N)(C)C)C1)CC 8-[4-(6-{4-[(1S)-1-amino-4-(2-amino-1H-imidazol-1-yl)butyl]-1H-1,2,3-triazol-1-yl}hexanoyl)piperazin-1-yl]-9-ethyl-6,6-dimethyl-11-oxo-5H,6H,11H-benzo[b]carbazole-3-carbonitrile